[N+]1(=CC=CC=2CCCCC12)[O-] 5,6,7,8-tetrahydroquinoline-N-oxide